Glyceryl Montanate C(CCCCCCCCCCCCCCCCCCCCCCCCCCC)(=O)OCC(O)CO